rel-(R)-4-(5-(5-(7-Ethyl-7H-imidazo[4,5-c]pyridazin-4-yl)-2-fluorophenyl)-6-methoxy-2H-indazol-2-yl)-1-methylpiperidin-2-one C(C)N1C=NC2=C1N=NC=C2C=2C=CC(=C(C2)C2=CC1=CN(N=C1C=C2OC)[C@H]2CC(N(CC2)C)=O)F |o1:28|